benzoimidazole-5-carboxylic acid [2-(2-methoxy-ethoxy)-ethyl]-amide COCCOCCNC(=O)C1=CC2=C(N=CN2)C=C1